(R)-N-(2-(4-Cyanothiazolidin-3-yl)-2-oxoethyl)-6-(4-fluoropiperidin-1-yl)quinoline-4-carboxamide C(#N)[C@H]1N(CSC1)C(CNC(=O)C1=CC=NC2=CC=C(C=C12)N1CCC(CC1)F)=O